COCC1=NC=CC(=C1)C1=NSC(=N1)[C@H](C)NC(=O)C=1N(N=C(C1)C(F)(F)F)C N-[(1S)-1-[3-[2-(methoxymethyl)-4-pyridyl]-1,2,4-thiadiazol-5-yl]ethyl]-2-methyl-5-(trifluoromethyl)pyrazole-3-carboxamide